ClC=1C=C(C(=NC1)OC1=CC=C2C(=N1)SC(=N2)C(=O)NC2(CS(C2)(=O)=O)C)OCC(F)F 5-[[5-chloro-3-(2,2-difluoroethoxy)-2-pyridyl]oxy]-N-(3-methyl-1,1-dioxo-thietan-3-yl)thiazolo[5,4-b]pyridine-2-carboxamide